7-(7-(piperidine-1-carbonyl)-2,3-dihydro-4H-pyrido[3,2-b][1,4]oxazin-4-yl)-[1,2,4]triazolo[4,3-a]pyridin-3(2H)-one N1(CCCCC1)C(=O)C1=CC=2OCCN(C2N=C1)C1=CC=2N(C=C1)C(NN2)=O